C(=C)[Si](O[Si](C)(C)C)(C)C=C.[Pt] Platinum divinyl-tetramethyldisiloxane